4-bromo-7,7-difluoro-5-methyl-1-(tetrahydro-2H-pyran-2-yl)-1,5,6,7-tetrahydrocyclopenta[f]indazole BrC1=C2C=NN(C2=CC2=C1C(CC2(F)F)C)C2OCCCC2